CN1CCN(CC1)CCCNC1=CC=2C(N(C(C=3C2C=2C(C(N(C(C12)=O)CCCN1CCOCC1)=O)=CC3NCCCN3CCN(CC3)C)=O)CCCN3CCOCC3)=O 4,9-Bis((3-(4-methylpiperazin-1-yl)propyl)amino)-2,7-bis(3-morpholinopropyl)benzo[lmn][3,8]phenanthroline-1,3,6,8(2H,7H)-tetraone